C12C(CC1)O2 cyclobutene oxide